2-((R)-2-hydroxy-2-((S)-1,2,3,4-tetrahydroisoquinolin-3-yl)ethyl)-4,4-dimethyl-6-(2-azaspiro[4.5]decane-2-carbonyl)-3,4-dihydroisoquinolin-1(2H)-one hydrochloride Cl.O[C@H](CN1C(C2=CC=C(C=C2C(C1)(C)C)C(=O)N1CC2(CC1)CCCCC2)=O)[C@H]2NCC1=CC=CC=C1C2